CN1C=C(C=2C1=CN=C(C2)NC(C)=O)C2=NC(=CC1=C2OCC(O1)C([2H])([2H])[2H])S(=O)(=O)C N-(1-methyl-3-(2-(methyl-d3)-7-(methylsulfonyl)-2,3-dihydro-[1,4]dioxino[2,3-c]pyridin-5-yl)-1H-pyrrolo[2,3-c]pyridin-5-yl)acetamide